1-hydroxy-N-((5-(2-methoxypyridin-4-yl)-2,3-dihydro-1H-inden-4-yl)carbamoyl)-3,3-dimethyl-1,3-dihydrobenzo[c][1,2]oxaborole-5-sulfonimidamide OB1OC(C2=C1C=CC(=C2)S(=O)(NC(NC2=C1CCCC1=CC=C2C2=CC(=NC=C2)OC)=O)=N)(C)C